C(C)N1CCC(CC1)CC1=CC=C2C(=N1)SC(=C2)C(=O)N 6-((1-ethylpiperidin-4-yl)methyl)thieno[2,3-b]pyridine-2-carboxamide